4-pentynoyl-CoA C(CCC#C)(=O)SCCNC(CCNC([C@@H](C(COP(OP(OC[C@@H]1[C@H]([C@H]([C@@H](O1)N1C=NC=2C(N)=NC=NC12)O)OP(=O)(O)O)(=O)O)(=O)O)(C)C)O)=O)=O